10,20-dibromoporphine phosphate P(=O)(O)(O)O.BrC=1C=2C=CC(=CC3=CC=C(N3)C(=C3C=CC(C=C4C=CC1N4)=N3)Br)N2